(-)-2-(2-Methylnaphthalen-1-yl)phenyl 4-methylbenzenesulfonate CC1=CC=C(C=C1)S(=O)(=O)OC1=C(C=CC=C1)C1=C(C=CC2=CC=CC=C12)C